CC(OC(C(=O)NCCCCCCCC)C)C(=O)NCCCCCCCC dimethyl-N,N'-dioctyl-3-oxa-glutaramide